N1=C(N=CC=C1)N1N=C(C(=C1N)C=1CCN(CC1)CC(F)(F)F)C(F)(F)F 2-pyrimidin-2-yl-4-[1-(2,2,2-trifluoroethyl)-3,6-dihydro-2H-pyridin-4-yl]-5-(trifluoromethyl)pyrazol-3-amine